Glyoxylaldehyde C(C=O)=O